1-(4-(3-(difluoromethyl)-5-fluorobenzyl)pyridin-2-yl)-N-methyl-1H-pyrazole-3-carboxamide FC(C=1C=C(CC2=CC(=NC=C2)N2N=C(C=C2)C(=O)NC)C=C(C1)F)F